(Z)-3-(3-(3-(difluoromethyl)-5-(pentafluorosulfanyl)phenyl)-1H-1,2,4-triazol-1-yl)-N'-pivaloyl-acrylhydrazide FC(C=1C=C(C=C(C1)S(F)(F)(F)(F)F)C1=NN(C=N1)\C=C/C(=O)NNC(C(C)(C)C)=O)F